COC1=CC=C2C(=N1)C1=C(C(=NC=C1)C1=CC=NC3=CC=CC=C13)N2 2-methoxy-6-(quinolin-4-yl)-5H-pyrrolo[3,2-b:5,4-c']dipyridine